N[C@H](C(=O)O)CCN1OC(NC1=O)=O (S)-2-amino-4-(3,5-dioxo-1,2,4-oxadiazolidine-2-yl)butanoic acid